[Si]([O-])([O-])([O-])[O-].[Si]([O-])([O-])(O)O.[Ca+2].[Ca+2].[Ca+2] tri-calcium disilicate